4-hydroxyphenyl(α-naphthylmethyl)methylsulfonium hexafluoroantimonate F[Sb-](F)(F)(F)(F)F.OC1=CC=C(C=C1)[S+](C)CC1=CC=CC2=CC=CC=C12